NC=1C(NC2=C3C=CC=NC3=C(C=C2C1C1=C2C=NNC2=C(C=C1)F)OC1CC(C1)F)=O 3-amino-6-((1r,3r)-3-fluorocyclobutyl)oxy-4-(7-fluoro-1H-indazol-4-yl)-1H-1,7-phenanthrolin-2-one